4-[3-(4,4,5,5-tetramethyl-1,3,2-dioxaborolan-2-yl)phenyl]-2H-1,2,4-triazol-3-one CC1(OB(OC1(C)C)C=1C=C(C=CC1)N1C(NN=C1)=O)C